2-(pyridin-2-yldithio)cyclohexan-1-ol N1=C(C=CC=C1)SSC1C(CCCC1)O